zinc di(2-methylpropyl) dithiophosphate P(=S)(SCC(C)C)(OCC(C)C)[O-].[Zn+2].CC(CSP(=S)(OCC(C)C)[O-])C